FC1=C(CC=2C=C(C(NN2)=O)O)C=CC=C1 6-(2-fluorobenzyl)-4-hydroxypyridazin-3(2H)-one